(S)-(2-(2,6-bis(benzyloxy)pyridin-3-yl)benzo[d]oxazol-6-yl)(6-fluoro-3-methylindolin-1-yl)methanone C(C1=CC=CC=C1)OC1=NC(=CC=C1C=1OC2=C(N1)C=CC(=C2)C(=O)N2C[C@H](C1=CC=C(C=C21)F)C)OCC2=CC=CC=C2